2,6-dimethyl-1-octene-3,8-diol CC(=C)C(CCC(CCO)C)O